NC1=C2CC(N(C(C2=CC=C1)=O)C1C(NC(CC1)=O)=O)=O 5-amino-2-(2,6-dioxopiperidin-3-yl)isoquinoline-1,3(2H,4H)-dione